4-(Prop-1-en-2-yl)-1H-pyrrole-1,2-dicarboxylic acid 1-(tert-butyl) ester 2-methyl ester COC(=O)C=1N(C=C(C1)C(=C)C)C(=O)OC(C)(C)C